ClC=1C=C(C=C(C1OC1=CC2=C(N(N=N2)C)C=C1)C)NC=1C2=C(N=CN1)C=NC(=N2)S(=O)C N-(3-chloro-5-methyl-4-((1-methyl-1H-benzo[d][1,2,3]triazol-5-yl)oxy)phenyl)-6-(methylsulfinyl)pyrimido[5,4-d]pyrimidin-4-amine